1-Bromo-3,4-difluoro-2-nitrobenzol BrC1=C(C(=C(C=C1)F)F)[N+](=O)[O-]